N[C@@H]1[C@@H]([C@H]2CC[C@@H](C1)N2C(=O)OC(C)(C)C)F (1R,2S,3S,5S)-tert-Butyl 3-amino-2-fluoro-8-azabicyclo[3.2.1]octane-8-carboxylate